C(C1=CC=CC=C1)OC1=NC(=CC=C1C1=C(C=C(C=C1F)N1CCC(CC1)C(OC)OC)F)OCC1=CC=CC=C1 2,6-bis(benzyloxy)-3-(4-(4-(dimethoxymethyl)piperidin-1-yl)-2,6-difluorophenyl)pyridine